ClC1=CC=C2C3(C(N(C2=C1)C=1C=NN(C1)CCC)=O)CC1=CC=C(C=C1C3)C(=O)O 6'-chloro-2'-oxo-1'-(1-propyl-1H-pyrazol-4-yl)-1,3-dihydro-spiro[indene-2,3'-indoline]-5-carboxylic acid